3-(4-Ethoxy-2-fluorophenyl)-4-[4-[(3S)-1-(3-fluoropropyl)pyrrolidin-3-yl]oxyphenyl]-2H-thiochromen-7-ol C(C)OC1=CC(=C(C=C1)C=1CSC2=CC(=CC=C2C1C1=CC=C(C=C1)O[C@@H]1CN(CC1)CCCF)O)F